ClC=1C(=C(OC=2C(=CC(=NC2)[N+](=O)[O-])C2=CC=C(C=C2)N2CCN(CC2)C(=O)OC(C)(C)C)C=CC1)C(=O)OC tert-butyl 4-(4-(5-(3-chloro-2-(methoxycarbonyl)phenoxy)-2-nitropyridin-4-yl)phenyl)piperazine-1-carboxylate